CC1=C[C@H]([C@@H](CC1)C(=C)C)C1=C(C=C(C=C1CCCCC)O)O 4-[(1R,6R)-3-methyl-6-prop-1-en-2-ylcyclohex-2-ene-1-yl]-5-pentylbenzene-1,3-diol